3-(chloromethyl)-2,4-dimethylpyridine ClCC=1C(=NC=CC1C)C